2-({8-[(3β)-cholest-5-en-3-yloxy]octyl}oxy)-N,N-dimethyl-3-[(9Z,12Z)-octadeca-9,12-diene-1-yloxy]propane-1-amine CC(C)CCC[C@@H](C)[C@H]1CC[C@H]2[C@@H]3CC=C4C[C@H](CC[C@]4(C)[C@H]3CC[C@]12C)OCCCCCCCCOC(CN(C)C)COCCCCCCCC\C=C/C\C=C/CCCCC